C(C=C)C1=CC=CC2=CC=CC=C12 1-allyl-naphthalene